4,6,7,8-tetrahydropyrrolo[1,2-a]pyrazine-6-carboxylate C1=C2N(CC=N1)C(CC2)C(=O)[O-]